(2-methyl-2H-indazol-5-yl)boranediol CN1N=C2C=CC(=CC2=C1)B(O)O